C(C=C)SSC=CC 1-allyl-2-(prop-1-en-1-yl)disulfane